(S)-alanineyl-aminobutyramide N[C@@H](C)C(=O)[C@](C(=O)N)(CC)N